C(#N)C1=C(SC2=C1C(=NC=C2F)C=2C1=C(C=3C=NC(=NC3C2F)N2CCC3N(CCCC32)C[C@H](C)O)COC1)NC(OC(C)(C)C)=O tert-Butyl (3-cyano-7-fluoro-4-(5-fluoro-3-(4-((S)-2-hydroxypropyl)octahydro-1H-pyrrolo[3,2-b]pyridin-1-yl)-7,9-dihydrofuro[3,4-f]quinazolin-6-yl)thieno[3,2-c]pyridin-2-yl)carbamate